3,5-dimethyl-1-(p-chlorophenyl)-1H-pyrazole CC1=NN(C(=C1)C)C1=CC=C(C=C1)Cl